Cl.C1SCC12CC(C2)N 2-thiaspiro[3.3]heptane-6-amine hydrochloride